O1CCN(CC1)C=1C=C(C=NC1)B(O)O 5-MORPHOLINOPYRIDIN-3-YLBORONIC ACID